C=CCCCCCCCCCCCCCCCCCCCCCCCCCCCC α-triacontene